ClC1=CC(=C(C=C1)C1=NC(=CC2=CC=CC=C12)N1C[C@@H](OCC1)C=1C=NN(C1)C)F (S)-4-(1-(4-chloro-2-fluorophenyl)isoquinolin-3-yl)-2-(1-methyl-1H-pyrazol-4-yl)morpholine